COC=1C=C(C(=NC1)N)N 5-methoxypyridine-2,3-diamine